NC=1N=C(SC1C(=O)C1=CC(=NO1)C(=O)NCC(F)F)N(C1=CC=C(C=C1)F)[C@@H](C(=O)N)C |r| rac-5-[4-Amino-2-(N-(2-amino-1-methyl-2-oxoethyl)-4-fluoroanilino)thiazol-5-carbonyl]-N-(2,2-difluoroethyl)isoxazol-3-carboxamid